1,1,2,3,3,3-Hexafluoropropylethylether FC(C(C(F)(F)F)F)(F)OCC